5-(4-chloro-2-fluorophenyl)-2,3-dimethyl-7-((2s,4r)-2-(2-methyl-4-pyridyl)tetrahydro-2H-pyran-4-yl)pyrido[4,3-d]pyrimidin-4(3H)-one ClC1=CC(=C(C=C1)C1=NC(=CC=2N=C(N(C(C21)=O)C)C)[C@H]2C[C@H](OCC2)C2=CC(=NC=C2)C)F